N'-(3-dimethylaminopropyl)-N,N-dimethylpropane-1,3-diamine CN(CCCNCCCN(C)C)C